2-((3-(4-butoxy-3-chlorophenyl)-1,2,4-oxadiazol-5-yl)methyl)acrylic acid C(CCC)OC1=C(C=C(C=C1)C1=NOC(=N1)CC(C(=O)O)=C)Cl